tri(triethylsiloxymethylphenol) phosphite P(O)(O)O.C(C)[Si](OCC1=C(C=CC=C1)O)(CC)CC.C(C)[Si](OCC1=C(C=CC=C1)O)(CC)CC.C(C)[Si](OCC1=C(C=CC=C1)O)(CC)CC